Ethyl 3-(3-chloropropyl)-4-oxopyrrolidine-1-carboxylate ClCCCC1CN(CC1=O)C(=O)OCC